CC=1N=C2N(N=C(C=C2C)C=2C=C3C(NC(=NC3=CC2)NC2CCNCC2)=O)C1 6-(2,8-dimethylimidazo[1,2-b]pyridazin-6-yl)-2-(piperidin-4-ylamino)quinazolin-4(3H)-one